(1R,2S)-2-(4-(4,4,5,5-tetramethyl-1,3,2-dioxaborolan-2-yl)-1H-pyrazol-1-yl)ethan-1,2-d2-1-ol CC1(OB(OC1(C)C)C=1C=NN(C1)[C@H]([C@H](O)[2H])[2H])C